3-(4-(4-(4-amino-3-(4-amino-3-(4-phenoxyphenyl)-1H-pyrazolo[3,4-d]pyrimidine-1-yl)cyclohexyl)piperazin-1-yl)azetidin-1-yl)pyridinecarboxylate NC1C(CC(CC1)N1CCN(CC1)C1CCN1C=1C(=NC=CC1)C(=O)[O-])N1N=C(C=2C1=NC=NC2N)C2=CC=C(C=C2)OC2=CC=CC=C2